ClC=1C(=NC=CC1SCCC(=O)O)C1=NC=CN=C1 3-((3-chloro-2-(pyrazin-2-yl)pyridin-4-yl)thio)propanoic acid